(E)-4-((R)-3-((5-((Z)-2-(4-Acetamidophenyl)-4,4,4-trifluoro-1-(3-fluoro-1H-indazol-5-yl)but-1-en-1-yl)pyridin-2-yl)oxy)piperidin-1-yl)-N,N-dimethylbut-2-enamide C(C)(=O)NC1=CC=C(C=C1)\C(=C(\C=1C=C2C(=NNC2=CC1)F)/C=1C=CC(=NC1)O[C@H]1CN(CCC1)C/C=C/C(=O)N(C)C)\CC(F)(F)F